2-{4-[5-chloro-2-(1H-imidazol-1-yl)phenyl]-5-methoxy-2-oxopyridin-1(2H)-yl}-4-methoxy-N-(2-methyl-2H-indazol-5-yl)butanamide ClC=1C=CC(=C(C1)C1=CC(N(C=C1OC)C(C(=O)NC1=CC2=CN(N=C2C=C1)C)CCOC)=O)N1C=NC=C1